C(#N)C1=C(C=C(C=C1)N1CCC(CC1)C(=O)NC1=CC=C(C=N1)N1CCC(CC1)CN1[C@@H](CN(CC1)CC1CCN(CC1)C=1C=CC(=NC1)C(=O)O)C)C(F)(F)F (R)-5-(4-((4-((1-(6-(1-(4-cyano-3-(trifluoromethyl)phenyl)piperidin-4-carboxamido)pyridin-3-yl)piperidin-4-yl)methyl)-3-methylpiperazin-1-yl)methyl)piperidin-1-yl)picolinic acid